4,7-dihydroxynaphthalene OC1=CC=CC2=CC(=CC=C12)O